ClC1=C(C=NN1CCC1(CC1)C(F)(F)F)NC(OC(C)(C)C)=O tert-butyl (5-chloro-1-(2-(1-(trifluoromethyl)cyclopropyl)ethyl)-1H-pyrazol-4-yl)carbamate